C1[C@@H]2N(C1=O)[C@H](/C(=C/C=O)/O2)C(=O)O The molecule is an organic heterobicyclic compound that is clavulanic acid in which the allylic alcohol group has been oxidised to the corresponding aldehyde. It has a role as a bacterial metabolite. It is an enal, an organic heterobicyclic compound, a beta-lactam and an oxo monocarboxylic acid. It is a conjugate acid of a clavaldehyde(1-).